C(C)(C)(C)C1=NC(=NO1)C(=O)NCC1=C(C=C(C=C1)C1=NC=NN2C1=CC(=C2)OCCOC)C 5-(tert-butyl)-N-(4-(6-(2-methoxyethoxy)pyrrolo[2,1-f][1,2,4]triazin-4-yl)-2-methylbenzyl)-1,2,4-oxadiazole-3-carboxamide